C1=CC=CC=2C3=CC=CC=C3C(C12)COC(N(C)[C@H](C(=O)N(C)C)CS)=O N-[(2R)-1-(dimethylamino)-1-oxo-3-sulfanyl-propan-2-yl]-N-methylcarbamic acid 9H-fluoren-9-ylmethyl ester